methyl (S)-3-amino-3-(5-(2,6-dimethylphenyl)pyridin-3-yl)propanoate N[C@@H](CC(=O)OC)C=1C=NC=C(C1)C1=C(C=CC=C1C)C